C(C)[C@H]1[C@@H](CN(C1)CC1=NC=C(N=C1)C)C=1NC(C2=C(N1)N(N=C2)C2CCOCC2)=O 6-{(3S,4S)-4-ethyl-1-[(5-methylpyrazin-2-yl)methyl]pyrrolidin-3-yl}-1-(tetrahydro-2H-pyran-4-yl)-1,5-dihydro-4H-pyrazolo[3,4-d]pyrimidin-4-one